FC=1SC=CN1 2-fluorothiazol